ClC1=CC(=C(N=N1)C(=O)O)NC1=NC=CC=C1SC 6-chloro-4-((3-(methylthio)pyridin-2-yl)amino)pyridazine-3-carboxylic acid